N-[(3,4-Dichlorophenyl)methyl]-N-methyl-2-[4-oxo-6-(4-propanoylpiperazin-1-yl)quinazolin-3-yl]acetamide ClC=1C=C(C=CC1Cl)CN(C(CN1C=NC2=CC=C(C=C2C1=O)N1CCN(CC1)C(CC)=O)=O)C